CC=1C(=C2C=CNC2=CC1C)N1CC=2N=C(N=C(C2CC1)N1C[C@@H](N(CC1)C(C(=C)F)=O)CC#N)OC[C@H]1N(CCC1)C 2-((S)-4-(7-(5,6-dimethyl-1H-indol-4-yl)-2-(((S)-1-methylpyrrolidin-2-yl)methoxy)-5,6,7,8-tetrahydropyrido[3,4-d]pyrimidin-4-yl)-1-(2-fluoroacryloyl)piperazin-2-yl)acetonitrile